ethyl 1-(4-methoxybenzyl)-1H-tetrazole-5-carboxylate COC1=CC=C(CN2N=NN=C2C(=O)OCC)C=C1